C(CCC(=O)O)(=O)O.FC1=C(C(=O)NC2=NC(=CC=C2)C(=O)C2CCN(CC2)C)C(=CC(=C1)F)F.FC1=C(C(=O)NC2=NC(=CC=C2)C(=O)C2CCN(CC2)C)C(=CC(=C1)F)F 2,4,6-trifluoro-N-[6-(1-methylpiperidine-4-carbonyl)pyridin-2-yl]benzamide hemisuccinate